Ethyl (E)-octa-4,7-dienoate C(CC\C=C\CC=C)(=O)OCC